9,10-Bis(3,5-diphenylphenyl)anthracene Ethyl-(R,E)-3-(3-(3,5-dimethylphenyl)allyl)-2-oxotetrahydro-2H-pyran-3-carboxylate C(C)OC(=O)[C@]1(C(OCCC1)=O)C\C=C\C1=CC(=CC(=C1)C)C.C1(=CC=CC=C1)C=1C=C(C=C(C1)C1=CC=CC=C1)C=1C2=CC=CC=C2C(=C2C=CC=CC12)C1=CC(=CC(=C1)C1=CC=CC=C1)C1=CC=CC=C1